NCC1C(CN(C1)C1=C(C=NC=2NC3=C(C=C(C(=C3C21)F)F)NC)C=2C=C(C=NC2)C#N)(F)F 5-[4-[4-(Aminomethyl)-3,3-difluoropyrrolidin-1-yl]-5,6-difluoro-8-(methylamino)-9H-pyrido[2,3-b]indol-3-yl]pyridin-3-carbonitril